CC1=C(C(=CC=C1)C)C1P(C(=CC=C1)C1=C(C=CC=C1C)C)C1=CC=CC=C1 2,6-bis(2,6-dimethylphenyl)phosphaphenylbenzene